tert-butyl-(R)-3-(7-(3-chloro-1H-pyrrolo[2,3-b]pyridin-5-yl)-2-(tetrahydro-2H-pyran-4-Carbonyl)-1,2,3,4-tetrahydroisoquinolin-5-yl)morpholine-4-carboxylic acid tert-butyl ester C(C)(C)(C)OC(=O)N1[C@@](COCC1)(C1=C2CCN(CC2=CC(=C1)C=1C=C2C(=NC1)NC=C2Cl)C(=O)C2CCOCC2)C(C)(C)C